C1(=CC=CC=C1)C(N)=N benzene-1-carboximidamide